5-(3-(6-((3,5-dimethylimidazo[1,5-a]pyridin-6-yl)oxy)-2-azaspiro[3.3]heptan-2-yl)propyl)-4-methylpyridazin-3(2H)-one CC1=NC=C2N1C(=C(C=C2)OC2CC1(CN(C1)CCCC1=C(C(NN=C1)=O)C)C2)C